C(C)OC(CCCC1(CC1)C1=C(C=C(C=C1F)Br)F)=O 4-[1-(4-bromo-2,6-difluoro-phenyl)-cyclopropyl]-butyric acid ethyl ester